C(C)(C)N1N=C(C(=C1C)O)C1=C(C=CC=C1)C(F)(F)F 1-isopropyl-3-(2-(trifluoromethyl)phenyl)-5-methyl-pyrazol-4-ol